(2R,3S,5R)-5-(6-amino-2-fluoro-9H-purin-9-yl)-2-ethynyl-2-[(pentanoyloxy) methyl]oxolan-3-yl heptanoate C(CCCCCC)(=O)O[C@@H]1[C@](O[C@H](C1)N1C2=NC(=NC(=C2N=C1)N)F)(COC(CCCC)=O)C#C